2-(3'-tert-Butyl-2'-hydroxy-5'-(2-octyloxycarbonylethyl)phenyl)benzotriazol C(C)(C)(C)C=1C(=C(C=C(C1)CCC(=O)OCCCCCCCC)N1N=C2C(=N1)C=CC=C2)O